5-bromo-1,6-dimethyl-1,2-dihydropyridin-2-one BrC=1C=CC(N(C1C)C)=O